(2-(2,6-dioxopiperidin-3-yl)-7-fluoro-3-oxoisoindolin-5-yl)methyl(3-chloro-5-(difluoromethoxy)phenyl)carbamate O=C1NC(CCC1N1CC2=C(C=C(C=C2C1=O)OC(N(C1=CC(=CC(=C1)OC(F)F)Cl)C)=O)F)=O